C(C=C)(=O)N1CC(CC1)C=1C=C(C=C2C=NC=NC12)C=1C=CC(=NC1)C(=O)NC1=CC(=CC=C1)F 5-(8-(1-acryloylpyrrolidin-3-yl)quinazolin-6-yl)-N-(3-fluorophenyl)picolinamide